((1S,2S)-2-(pyridin-2-yldisulfanyl) cyclohexyl) carbonate C(O[C@@H]1[C@H](CCCC1)SSC1=NC=CC=C1)([O-])=O